C(=C)C1=NC=CC(=C1)C=C 2,4-divinylpyridine